4,6,7-trifluoro-N-methyl-1H-indole-2-carboxamide-3-d FC1=C2C(=C(NC2=C(C(=C1)F)F)C(=O)NC)[2H]